BrC=1C=CC(=C(C1)S(=O)(=O)NC1=C(C(=CC(=C1)S(F)(F)(F)(F)F)S(=O)(=O)C)O)O 5-Bromo-2-hydroxy-N-(2-hydroxy-3-(methylsulfonyl)-5-(pentafluoro-λ6-sulfaneyl)phenyl)benzenesulfonamide